B(O)(O)O R-boric acid